((cyclohexane-1,1-diylbis(4,1-phenylene))bis(oxy))diacetic acid C1(CCCCC1)(C1=CC=C(C=C1)OCC(=O)O)C1=CC=C(C=C1)OCC(=O)O